C(=O)(O)C1=CC=C(C=C1)NCC(=C)O 3-((4-carboxyphenyl)amino)-2-hydroxypropanen